NC1=C(C(N=C2N1C(=CS2)C2=CC=C(C=C2)C)C2=CC=C(C=C2)Cl)C#N 5-amino-7-(4-chlorophenyl)-3-(p-tolyl)-7H-thiazolo[3,2-a]pyrimidine-6-carbonitrile